FC(C1=CC=C(C=C1)N=C=O)(F)F 4-(Trifluoromethyl)Phenyl Isocyanate